1-cyclopentene-1,2-dicarboxylic acid anhydride C12=C(CCC1)C(=O)OC2=O